4-(2-(4-(2-acetyl-5-chlorophenyl)-6-oxo-3-phenylpyridazin-1(6H)-yl)-3-phenylpropionamido)benzoic acid C(C)(=O)C1=C(C=C(C=C1)Cl)C=1C(=NN(C(C1)=O)C(C(=O)NC1=CC=C(C(=O)O)C=C1)CC1=CC=CC=C1)C1=CC=CC=C1